(3S,4R)-4-(5-fluoropyridin-3-yl)-1-(2-methoxyethyl)pyrrolidin FC=1C=C(C=NC1)[C@H]1CCN(C1)CCOC